OCC=1C=C(OC2CN(C2)C(=O)OC(C)(C)C)C=CC1 tert-Butyl 3-(3-(hydroxymethyl)phenoxy)azetidine-1-carboxylate